(R)-((2-(2-cyclopropyl-1H-benzo[d]imidazol-1-yl)-6-(3-methylmorpholino)-pyrimidin-4-yl)imino)dimethyl-λ6-sulfanone C1(CC1)C1=NC2=C(N1C1=NC(=CC(=N1)N=S(=O)(C)C)N1[C@@H](COCC1)C)C=CC=C2